C[C@H](C(=O)O)O[C@H]([C@H](C=O)NC(=O)C)[C@@H]([C@@H](CO)O)O acetylmuramic acid